ClC=1C=C(C=CC1)C1=NC(=NC=C1S(=O)(=O)C)N 4-(3-chlorophenyl)-5-(methylsulfonyl)pyrimidin-2-amine